(3R)-3-amino-5-[(4-chlorophenyl)methyl]-7-[5-[(3,3-difluorocyclobutyl)amino]-1,2,4-oxadiazol-3-yl]-8-fluoro-1,1-dioxo-2,3-dihydro-1lambda6,5-benzothiazepin-4-one N[C@H]1CS(C2=C(N(C1=O)CC1=CC=C(C=C1)Cl)C=C(C(=C2)F)C2=NOC(=N2)NC2CC(C2)(F)F)(=O)=O